(2S)-2-((2S)-3-(tert-butoxycarbonyl)-3-azabicyclo[3.1.0]hexane-2-yl)-2-(4-chlorophenyl)acetic acid C(C)(C)(C)OC(=O)N1[C@@H](C2CC2C1)[C@@H](C(=O)O)C1=CC=C(C=C1)Cl